[Pd].C(C)(C)(C)P(C(C)(C)C)C(C)(C)C.C(C)(C)(C)P(C(C)(C)C)C(C)(C)C bis(tri-t-butylphosphorus) palladium (0)